OC=1C=C(C(=O)NC2=CC(=CC=C2)O)C=CC1 3-hydroxy-N-(3-hydroxyphenyl)benzamide